N-isopentyl-4'-acetylenyl-4-biphenylsulfonamide C(CC(C)C)NS(=O)(=O)C1=CC=C(C=C1)C1=CC=C(C=C1)C#C